Cl.N1(N=CN=C1)CC(CC)O 1-(1H-1,2,4-triazol-1-yl)butan-2-ol hydrochloride